N-[(1s,2s)-2-hydroxycyclopentyl]pyridine-2-carboxamide O[C@@H]1[C@H](CCC1)NC(=O)C1=NC=CC=C1